(4-bromo-7-(4-isopropylphenyl)-2,3-dihydrobenzofuran-5-yl)acetamide BrC1=C(C=C(C2=C1CCO2)C2=CC=C(C=C2)C(C)C)CC(=O)N